(E)-N'-cinnamoyl-3-(4-methoxyphenyl)acrylohydrazide C(C=CC1=CC=CC=C1)(=O)NNC(\C=C\C1=CC=C(C=C1)OC)=O